C1(CC1)\C=N\[S@](=O)C1=CC=C(C=C1)C (R,E)-N-(cyclopropylmethylene)-4-methylbenzenesulfinamide